FC1=C(C#N)C(=CC(=C1)CC(C)C)N1C[C@@H](N(CC1)CC=1N=NC=CC1)C (S)-2-fluoro-4-isobutyl-6-(3-methyl-4-(pyridazin-3-ylmethyl)piperazin-1-yl)benzonitrile